bis(((S)-2-(methoxymethyl)-3-oxoquinuclidin-2-yl)methyl) carbonate C(OC[C@@]1(N2CCC(C1=O)CC2)COC)(OC[C@@]2(N1CCC(C2=O)CC1)COC)=O